C(C1=CC=CC=C1)N(C)CC1=CC(=NC(=C1)NC([O-])=O)NC(OCCCC)=O butyl (4-((benzyl(methyl)amino)methyl)pyridine-2,6-diyl)dicarbamate